ClC=1C(=C(C=CC1)NC1=NC=NC2=CC(=C(C=C12)[N+](=O)[O-])C#CC1(CNCC1)C(F)(F)F)F N-(3-chloro-2-fluorophenyl)-6-nitro-7-((3-(trifluoromethyl)pyrrolidin-3-yl)ethynyl)quinazolin-4-amine